1-(5-chloro-2H-pyrazolo[4,3-b]pyridin-2-yl)-2-methylpropan-2-ol ClC=1C=CC=2C(N1)=CN(N2)CC(C)(O)C